FC=1C(=C(C=CC1F)[C@H]1[C@@H](O[C@]([C@H]1C)(C(F)(F)F)C)C(=O)NC1=CC(=[N+](C=C1)[O-])C(=O)N)O 4-[[(2R,3S,4S,5R)-3-(3,4-Difluoro-2-hydroxy-phenyl)-4,5-dimethyl-5-(trifluoromethyl)tetrahydrofuran-2-carbonyl]amino]-1-oxido-pyridin-1-ium-2-carboxamid